6-chloro-4-(2-methoxy-5-(trifluoromethyl)phenyl)nicotinic acid methyl ester COC(C1=CN=C(C=C1C1=C(C=CC(=C1)C(F)(F)F)OC)Cl)=O